(S)-5-(tert-butyl)-N-(8-(2-((1-methyl-1H-pyrazol-4-yl)amino)pyrimidin-4-yl)-2-(oxetan-3-yl)-2,3,4,5-tetrahydro-1H-benzo[c]azepin-5-yl)-1,3,4-oxadiazole-2-carboxamide C(C)(C)(C)C1=NN=C(O1)C(=O)N[C@@H]1C2=C(CN(CC1)C1COC1)C=C(C=C2)C2=NC(=NC=C2)NC=2C=NN(C2)C